(5-bromo-2-fluorophenyl)(2-(trifluoromethyl)-5,6-dihydro-[1,2,4]triazolo[1,5-a]pyrazine-7(8H)-yl)ketone BrC=1C=CC(=C(C1)C(=O)N1CC=2N(CC1)N=C(N2)C(F)(F)F)F